histidine-d9 N([C@@](C(C1(C(N(C=N1)[2H])([2H])[2H])[2H])([2H])[2H])(C(=O)O)[2H])([2H])[2H]